C1(=CC=CC=C1)C=1N=C2N(C=C(C=C2C=2C=C(C=O)C=CC2)C2=CC=CC=C2)C1 3-(2,6-diphenylimidazo[1,2-a]pyridin-8-yl)benzaldehyde